tert-Butyl (3S,4R)-3-[(2,5-difluoro[biphenyl]-3-yl)methyl]-5-fluoro-4-[(methylsulfonyl)amino]-2-azabicyclo[3.1.1]heptane-2-carboxylate FC1=C(C=C(C=C1C[C@@H]1N(C2CC([C@@H]1NS(=O)(=O)C)(C2)F)C(=O)OC(C)(C)C)F)C2=CC=CC=C2